NC1=NC(=CC(=N1)N1CCC2(C[C@H](NC2)C(=O)OCC)CC1)O[C@@H](C(F)(F)F)C1=C(C=CC(=C1)C(=O)OCC)N1N=C(C=C1)C (S)-ethyl 8-(2-amino-6-((R)-1-(5-(ethoxycarbonyl)-2-(3-methyl-1H-pyrazol-1-yl)phenyl)-2,2,2-trifluoroethoxy)pyrimidin-4-yl)-2,8-diazaspiro[4.5]decane-3-carboxylate